CC(C1=CC=C(C=C1)C)[AsH2] mono-α-methyl(4-methylbenzyl)arsine